NC1=C(C=C(C=N1)C1=CC=C(C(=O)NCCN2CCOCC2)C=C1)OCC1=C(C=C(C=C1)Cl)Cl 4-[6-amino-5-(2,4-dichloro-benzyloxy)-pyridin-3-yl]-N-(2-morpholin-4-yl-ethyl)-benzamide